ethyl-N-(4-methylphenyl)-4-(trifluoromethyl)benzenesulfonamide C(C)C1=C(C=CC(=C1)C(F)(F)F)S(=O)(=O)NC1=CC=C(C=C1)C